ClC1=CC=C(C=C1)C(C(=O)NC1=C(C=NO1)C1=CC(=C(C=C1)OC)OC)OCC#C 2-(4-chloro-phenyl)-N-[4-(3,4-dimethoxy-phenyl)-isoxazol-5-yl]-2-prop-2-ynyloxyacetamide